COC1=CC=C(C=C1)C(C(NC1=CC=C(C=C1)[Si](C)(C)C)=O)NC(OC1COC1)=O oxetan-3-yl (1-(4-methoxyphenyl)-2-oxo-2-((4-(trimethylsilyl)phenyl)amino)ethyl)carbamate